OC(CCOC1=C2C(=NC(=C1)C1=CN(C3=CN=C(C=C31)NC(C)=O)C(C)C)C3(OCC2)COCC3)(C)C N-(3-(4'-(3-Hydroxy-3-Methylbutoxy)-4,5,5',6'-Tetrahydro-2H-Spiro[Furan-3,8'-Pyrano[3,4-b]Pyridin]-2'-yl)-1-Isopropyl-1H-Pyrrolo[2,3-c]Pyridin-5-yl)Acetamide